5-chloro-2-(7-fluorochroman-4-yl)-4-(trifluoromethyl)benzamide ClC=1C(=CC(=C(C(=O)N)C1)C1CCOC2=CC(=CC=C12)F)C(F)(F)F